2-cyano-1,5-dimethyl-N-(3-phenyl-1H-indazol-5-yl)-1H-imidazole-4-carboxamide C(#N)C=1N(C(=C(N1)C(=O)NC=1C=C2C(=NNC2=CC1)C1=CC=CC=C1)C)C